ClC=1C(=CC(=NC1)NC1CCN(CC1)C(=O)OC(C)(C)C)C1=NN(C2=CC=C(C=C12)F)COCC[Si](C)(C)C tert-butyl 4-((5-chloro-4-(5-fluoro-1-((2-(trimethylsilyl)ethoxy)methyl)-1H-indazol-3-yl)pyridin-2-yl)amino)piperidine-1-carboxylate